β-L-sorbopyranose OC[C@@]1(O)[C@@H](O)[C@H](O)[C@@H](O)CO1